C(C)OC1=C(C=CC=C1)C1=NC(=NC(=N1)C1=C(C=CC=C1)OCC)C1=C(C=C(C=C1)OCCOC(C(=C)C)=O)O 2,4-bis(2-ethoxyphenyl)-6-[2-hydroxy-4-(2-methacryloyloxyethoxy)phenyl]-s-triazine